S(=O)(=O)(C)C1=CC=C(CC2CC3(CN(C3)C(=O)N3CC4(C3)NC(CC4)=O)C2)C=C1 2-[6-(4-mesylbenzyl)-2-azaspiro[3.3]heptane-2-carbonyl]-2,5-diazaspiro[3.4]octan-6-one